(3-(3-chloro-5-fluoro-4-(5-methyl-1H-indazol-4-yl)phenyl)-5,6-dihydro-[1,2,4]triazolo[4,3-a]pyrazin-7(8H)-yl)prop-2-en-1-one ClC=1C=C(C=C(C1C1=C2C=NNC2=CC=C1C)F)C1=NN=C2N1CCN(C2)C(C=C)=O